3,4,5-tridecyloxybenzoyl-hydrazine methyl-2-(6-bromo-1H-pyrrolo[2,3-b]pyridin-2-yl)-7-methoxy-1-methyl-1H-benzo[d]imidazole-5-carboxylate COC(=O)C1=CC2=C(N(C(=N2)C2=CC=3C(=NC(=CC3)Br)N2)C)C(=C1)OC.C(CCCCCCCCC)OC=1C=C(C(=O)NN)C=C(C1OCCCCCCCCCC)OCCCCCCCCCC